O1CC(C1)N1CCN(CC1)CC1=C(C=C(N)C=C1)C(F)(F)F 4-((4-(oxetan-3-yl)piperazin-1-yl)methyl)-3-(trifluoromethyl)aniline